N-(2-fluoro-5-(2-(piperidin-1-yl)acetamido)pyridin-3-yl)-2-(1-methyl-1H-pyrazol-4-yl)-1H-pyrrolo[2,3-b]pyridine-5-carboxamide FC1=NC=C(C=C1NC(=O)C=1C=C2C(=NC1)NC(=C2)C=2C=NN(C2)C)NC(CN2CCCCC2)=O